C(O)C(C(=O)[O-])(C)CO.[Rb+].C(C)NNC(=O)C=1N=C(SC1)C=1C=NC=CC1 N'-Ethyl-2-(pyridin-3-yl)thiazole-4-carbohydrazide rubidium 2,2-dimethylolpropionate